3-[4-[4-(methylamino)-1-piperidinyl]anilino]piperidine-2,6-dione HCl salt Cl.CNC1CCN(CC1)C1=CC=C(NC2C(NC(CC2)=O)=O)C=C1